6-(hydroxymethyl)-5-methyl-7-propyl-3,5-dihydro-4H-pyrrolo[3,2-d]pyrimidin-4-one OCC1=C(C=2N=CNC(C2N1C)=O)CCC